2-hexacosanoyl-sn-glycero-3-phosphate C(CCCCCCCCCCCCCCCCCCCCCCCCC)(=O)O[C@H](CO)COP(=O)(O)O